NC1=NC=CC=C1C1=NC=2C(=NC(=CC2)C2=CC=CC=C2)N1C1=CC=C(CN2CCN(CC2)C(=O)C2=NC(=NC=C2)C#N)C=C1 4-(4-(4-(2-(2-Aminopyridin-3-yl)-5-phenyl-3H-imidazo[4,5-b]pyridin-3-yl)benzyl)piperazine-1-carbonyl)pyrimidine-2-carbonitrile